BrCCCC(=O)N[C@H]1CN(C[C@H](C1)F)C(=O)OC(C)(C)C tert-butyl (3R,5S)-3-(4-bromobutanamido)-5-fluoropiperidine-1-carboxylate